C1(=CC=CC=C1)C=1C(=C(C(=C(C1)N)C1=CC=CC=C1)C1=CC=CC=C1)N triphenylbenzene-1,4-diamine